CC1=C(C=NN1)C1=CC=C2C(=N1)SC(=N2)NC2=NC=CC(=C2)N2CCN(CC2)S(=O)(=O)C 5-(5-methyl-1H-pyrazol-4-yl)-N-(4-(4-(methyl-sulfonyl)piperazin-1-yl)pyridin-2-yl)thiazolo-[5,4-b]pyridin-2-amine